4-[(3-chloro-4-fluorophenyl)amino]-6-{cis-4-[N-(2-methoxy-acetyl)-N-methyl-amino]-cyclohexan-1-yloxy}-7-methoxy-quinazoline ClC=1C=C(C=CC1F)NC1=NC=NC2=CC(=C(C=C12)O[C@@H]1CC[C@@H](CC1)N(C)C(COC)=O)OC